BrCC1=C(C=NC=C1F)F 4-(bromomethyl)-3,5-difluoropyridine